4-(dimethylamino)-4-oxobutanoic acid 2-isopropyl-5-methylcyclohexyl ester C(C)(C)C1C(CC(CC1)C)OC(CCC(=O)N(C)C)=O